{4-[4-amino-7-(cis-4-hydroxycyclohexyl)pyrrolo[2,1-f][1,2,4]triazin-5-yl]-3-fluorophenyl}-2-oxo-1-phenyl-1,2-dihydropyridine-3-carboxamide NC1=NC=NN2C1=C(C=C2[C@@H]2CC[C@@H](CC2)O)C2=C(C=C(C=C2)C2=C(C(N(C=C2)C2=CC=CC=C2)=O)C(=O)N)F